C1(=CC=CC=C1)C#N benzenemononitrile